C(C)(C)(C)O[C@H]1[C@@H](C[C@H]2N(CCC3=CC(=C(C=C23)OC)OCC(C)C)C1)O (2R,3R,11bR)-3-(tert-butoxy)-9-isobutoxy-10-methoxy-1,3,4,6,7,11b-hexahydro-2H-pyrido[2,1-a]isoquinolin-2-ol